FC1=C(OC2=C(N=C(S2)C(=O)N)C)C=CC(=C1)N1N=C2N(C1=O)C(CC2)C2=CC=C(C=C2)F (2-fluoro-4-(5-(4-fluorophenyl)-3-oxo-6,7-dihydro-3H-pyrrolo[2,1-c][1,2,4]triazol-2(5H)-yl)phenoxy)-4-methylthiazole-2-carboxamide